5-bromo-2-(bromomethyl)-4,6-dimethylpyrimidine BrC=1C(=NC(=NC1C)CBr)C